dicarboxyethyl sulfosuccinamate tetrasodium salt [Na+].[Na+].[Na+].[Na+].S(=O)(=O)([O-])C(C(=O)OCC(C(=O)[O-])C(=O)[O-])CC(=O)[NH-]